N,N-dioctyl-acetamide C(CCCCCCC)N(C(C)=O)CCCCCCCC